(2-isopropylphenyl)-8-(4-(1-methyl-4-(trifluoromethyl)-1H-imidazol-2-yl)benzyl)-[1,2,4]triazolo[1,5-a]pyridine C(C)(C)C1=C(C=CC=C1)C1=NN2C(C(=CC=C2)CC2=CC=C(C=C2)C=2N(C=C(N2)C(F)(F)F)C)=N1